5-fluoro-3H-pyrrolo[2,3-d]pyrimidin-4(7H)-one FC1=CNC=2N=CNC(C21)=O